C1(CC1)C1NC(NC1=O)=O 4-cyclopropyl-2,5-dioxoimidazolidin